[Si](C)(C)(C(C)(C)C)N=[S@](=O)(NC(NC1=C2CCCC2=CC=C1C(C)C1CC1)=O)C=1OC=C(C1)C(C)(C)O (R)-N'-(tert-butyldimethylsilyl)-N-((5-(1-cyclopropylethyl)-2,3-dihydro-1H-inden-4-yl)carbamoyl)-4-(2-hydroxypropan-2-yl)furan-2-sulfonimidamide